6-(Cyclobutylmethyl)-4-((6-trifluoromethylpyridin-3-yl)methoxy)-5,6,7,8-tetrahydropyrido[4,3-d]-pyrimidine C1(CCC1)CN1CC2=C(N=CN=C2OCC=2C=NC(=CC2)C(F)(F)F)CC1